dimethylene sulfoxide C1CS1=O